CC(C)C(C(C)C)O[S@@](=O)C1=CC=CC=C1 (R)-2,4-Dimethylpentan-3-yl-benzenesulfinate